[Si](C)(C)(C(C)(C)C)OC1CC=2N(C3=C(C1)C=C(C=C3)Cl)C(=NN2)[C@@H]2CC[C@H](CC2)OC2=NC=CC=C2 5-{[tert-butyl(dimethyl)silyl]oxy}-8-chloro-1-[trans-4-(pyridin-2-yloxy)cyclohexyl]-5,6-dihydro-4H-[1,2,4]triazolo[4,3-a][1]benzazepine